3-isobutyramido-2-methylbenzamide C(C(C)C)(=O)NC=1C(=C(C(=O)N)C=CC1)C